FC1=C(C(=O)O)C=C(C=C1)C=1C=CC=C2C=NC(=NC12)NC=1C=CC2=C(CC[C@H](CC2)N2CCCC2)C1 (S)-2-fluoro-5-(2-((7-(pyrrolidin-1-yl)-6,7,8,9-tetrahydro-5H-benzo[7]annulen-2-yl)amino)quinazolin-8-yl)benzoic acid